ClC=1C=NC=CC1C1=C(C=CC(=C1)Cl)N1N=NC(=C1)Cl 3-Chloro-4-(5-chloro-2-(4-chloro-1H-1,2,3-triazol-1-yl)phenyl)pyridin